(±)-2-([1-[(2-bromo-3-methoxyphenyl)methyl]-6-oxopiperidin-2-yl]methoxy)-6-hydroxybenzaldehyde BrC1=C(C=CC=C1OC)CN1[C@H](CCCC1=O)COC1=C(C=O)C(=CC=C1)O |r|